F[C@H]1COCC[C@H]1NC1=NC=C2N=C(N(C2=N1)C1CCC(CC1)C(=O)N)NC1=C(C=C(C=C1Cl)Cl)Cl (1s,4s)-4-(2-((3R,4R)-3-fluorotetrahydro-2H-pyran-4-ylamino)-8-(2,4,6-trichlorophenylamino)-9H-purin-9-yl)cyclohexanecarboxamide